CC(C)(C1=CC=C(C=C1)C(CCCN2CCC(CC2)C(C3=CC=CC=C3)(C4=CC=CC=C4)O)O)C(=O)O The molecule is a piperidine-based anti-histamine compound. It has a role as a H1-receptor antagonist and an anti-allergic agent. It is a member of piperidines and a tertiary amine. It derives from an isobutyric acid.